((R)-3-((S)-6-(2,3-dichloro-6-hydroxyphenyl)-6,7-dihydro-5H-pyrrolo[2,1-c][1,2,4]triazol-3-yl)pyrrolidin-1-yl)ethan-1-one ClC1=C(C(=CC=C1Cl)O)[C@@H]1CC2=NN=C(N2C1)[C@H]1CN(CC1)C(C)=O